N-isopropylimidazolium C(C)(C)N1C=[NH+]C=C1